FC1CCN(CC1)CCCNC(=O)C1=CC2=C(N3C(S2)=NC(=C3)C3=CC=C(C=C3)C3N(CCC3)C(=O)OC(C)(C)C)C=C1OCCOC tert-butyl 2-(4-(7-((3-(4-fluoropiperidin-1-yl)propyl)carbamoyl)-6-(2-methoxyethoxy)benzo[d]imidazo[2,1-b]thiazol-2-yl)phenyl)pyrrolidine-1-carboxylate